bis(2,3,5,6-tetrafluoro-4-methoxyphenyl)phenylphosphine sulfide FC1=C(C(=C(C(=C1F)OC)F)F)P(C1=CC=CC=C1)(C1=C(C(=C(C(=C1F)F)OC)F)F)=S